FC=1C(=C2C(=CN1)N(C(=C2)C(C)C)C2=CC=C(C=C2)F)OCOC 5-fluoro-1-(4-fluorophenyl)-2-isopropyl-4-(methoxymethoxy)pyrrolo[2,3-c]Pyridine